5-nitro-4-(pyridin-4-yl)quinolin-8-ol [N+](=O)([O-])C1=C2C(=CC=NC2=C(C=C1)O)C1=CC=NC=C1